C1(=CC=CC=C1)C=1C(=NC2=CC=CC=C2N1)C=1C2=CC=C(C3=CC=C4C(=CC=C(C1)C4=C32)C3=CC=2N(C4=CC=CC=C4C2C=C3)C3=CC=CC=C3)C3=CC=2N(C4=CC=CC=C4C2C=C3)C3=CC=CC=C3 2,2'-(4-(3-phenylquinoxalin-2-yl)pyrene-1,8-diyl)bis(9-phenyl-9H-carbazole)